C(C)OC(=O)C1=CC(=NN1)CC1=CC=C(C=C1)Cl 3-(4-chlorobenzyl)-1H-pyrazole-5-carboxylic acid ethyl ester